CC1(COB(O1)C1=C(C=C(C=C1)F)N)C 2-(5,5-dimethyl-1,3,2-dioxaborolan-2-yl)-5-fluoro-phenylamine